2-trans-Butene C/C=C/C